methyl 2-(3-bromophenyl)-7-hydroxy-6,6-dimethyl-2-(methyl-d3)heptanoate BrC=1C=C(C=CC1)C(C(=O)OC)(CCCC(CO)(C)C)C([2H])([2H])[2H]